N1(CC1)C(C(=O)[O-])C (N-aziridinyl)-propionate